COC=1C=C(OC2=NC3=CC(=C(C=C3C=C2)C(=O)N)OC)C=C(C1)OC (3,5-Dimethoxyphenoxy)-7-methoxyquinoline-6-carboxamide